OCC12COP(OC1)OC2 4-hydroxymethyl-1-phospha-2,6,7-trioxabicyclo(2.2.2)octane